C(C)(C)(C)OC(=O)N(C1=NC=CC(=C1F)CC1=C2CCCN(C2=CC=C1)C(=O)OCC1=CC=CC=C1)C(=O)OC(C)(C)C benzyl 5-[[2-[bis(t-butoxycarbonyl) amino]-3-fluoro-4-pyridinyl] methyl]-3,4-dihydro-2H-quinoline-1-carboxylate